3,3-dichloropropionyl chloride ClC(CC(=O)Cl)Cl